CC=1SC2=C(N1)C=CC(=C2)B(O)O (2-methyl-1,3-benzothiazol-6-yl)boronic acid